methyl 4-[2-(isopropylamino)-2-oxo-ethoxy]-3-methoxy-benzoate C(C)(C)NC(COC1=C(C=C(C(=O)OC)C=C1)OC)=O